C(C=C)(=O)OC(C1=C(N=C(C=C1)Cl)Cl)=O 2,6-dichloronicotinoyl acrylate